C(N)(O[C@@H]1CCC=2C=3C1=C1C(=NC3C=C(C2C)F)C2=CC3=C(C(N2C1)=O)COC([C@@]3(O)CC)=O)=O ((1R,9R)-9-ethyl-5-fluoro-9-hydroxy-4-methyl-10,13-dioxo-2,3,9,10,13,15-hexahydro-1H,12H-benzo[de]pyrano[3',4':6,7]indolizino[1,2-b]quinolin-1-yl) carbamate